FC(C1=NN=C(O1)C1=CC(=C(CN2N=NC(=C2)C=2C=CC(=NC2)N)C=C1)F)F 5-(1-(4-(5-(difluoromethyl)-1,3,4-oxadiazol-2-yl)-2-fluorobenzyl)-1H-1,2,3-triazol-4-yl)pyridin-2-amine